5-(benzyloxy)-4-(4-((methylamino)methyl) isoindoline-2-carbonyl)-1,3-phenylene bis(4-methylbenzenesulfonate) CC1=CC=C(C=C1)S(=O)(=O)OC1=CC(=C(C(=C1)OCC1=CC=CC=C1)C(=O)N1CC2=CC=CC(=C2C1)CNC)OS(=O)(=O)C1=CC=C(C=C1)C